N-(3-(hydroxymethyl)oxetan-3-yl)-2-methyl-5-((1-methyl-1H-pyrazol-5-yl)methoxy)benzofuran-3-carboxamide OCC1(COC1)NC(=O)C1=C(OC2=C1C=C(C=C2)OCC2=CC=NN2C)C